CC(CN1CCCCC1)O 1-methyl-2-piperidinyl-ethanol